styrene-Muconic acid C(=CC1=CC=CC=C1)\C(=C/C=C/C(=O)O)\C(=O)O